P(=O)([O-])([O-])[O-].S(=O)(=O)([O-])[O-].[V+5] vanadium sulfate phosphate